[Si](C)(C)(C(C)(C)C)OC1CC=C(CC1)C1=CC=C2C(=N1)N(C(=N2)NC(=O)C=2C=NC(=CC2C2=CC(=NC=C2OC)Cl)C)CC2=CC=C(C=C2)OC N-(5-(4-(tert-butyldimethylsilyloxy)cyclohex-1-en-1-yl)-3-(4-methoxybenzyl)-3H-imidazo[4,5-b]pyridin-2-yl)-2'-chloro-5'-methoxy-6-methyl-[4,4'-bipyridine]-3-carboxamide